C(C)(C)(C)OC(C[C@@H](C(=O)NCC(=O)NCC(=O)NCC(=O)NCC(=O)NCCOCCOCCOCCOCCOCCOCCOCCOCCC(=O)O)NC(=O)OC(C)(C)C)=O 1-{2-[2-(2-{2-[(2S)-4-(tert-butoxy)-2-[(tert-butoxycarbonyl)amino]-4-oxobutanamido]acetamido}acetamido)acetamido]acetamido}-3,6,9,12,15,18,21,24-octaoxaheptacosan-27-oic acid